3-fluoro-4-isothiocyano-2-(trifluoromethyl)benzonitrile FC=1C(=C(C#N)C=CC1N=C=S)C(F)(F)F